tert-butyl 2-oxo-5,7-dihydro-1H-pyrrolo[3,4-b]pyridine-6-carboxylate O=C1C=CC2=C(N1)CN(C2)C(=O)OC(C)(C)C